ClC1=C(C=C(C=C1)C(C(C(=O)OC)(C)C)C1=C(C2=C(N(N=N2)C)C=C1)C)CO methyl 3-(4-chloro-3-(hydroxymethyl) phenyl)-3-(1,4-dimethyl-1H-benzo[d][1,2,3]triazol-5-yl)-2,2-dimethylpropionate